(R)-4-((4'-(1,1,1,3,3,3-hexafluoro-2-hydroxypropan-2-yl)-[1,1'-biphenyl]-4-yl)methyl)-N-isopropyl-1-(pyridin-4-ylmethyl)piperazine-2-carboxamide FC(C(C(F)(F)F)(O)C1=CC=C(C=C1)C1=CC=C(C=C1)CN1C[C@@H](N(CC1)CC1=CC=NC=C1)C(=O)NC(C)C)(F)F